2-((4,6-dimethyl-2-(trifluoromethyl)pyrimidin-5-yl)sulfonyl)-6-((tetrahydro-2H-pyran-4-yl)methyl)-2,6-diazaspiro[3.3]heptane CC1=NC(=NC(=C1S(=O)(=O)N1CC2(C1)CN(C2)CC2CCOCC2)C)C(F)(F)F